(R)-N-(pyrrolidin-3-yl)isobutyramide N1C[C@@H](CC1)NC(C(C)C)=O